2-amino-1-(7-fluoro-3,4-dihydrobenzo[b][1,4]oxazepin-5(2H)-yl)ethan NCCN1C2=C(OCCC1)C=CC(=C2)F